3-azaphthalide C1(=O)ONC2=CC=CC=C12